dioctyltin bis(methyl maleate) C/C(/C(=O)[O-])=C/C(=O)[O-].C/C(/C(=O)[O-])=C/C(=O)[O-].C(CCCCCCC)[Sn+4]CCCCCCCC